Pyridine-2,4-diamine N1=C(C=C(C=C1)N)N